Mercaptopropyl-trimethoxysilane SCCC[Si](OC)(OC)OC